C(C)(C)(C)OC(=O)N[C@@H](CC(=O)OCC)C=1C=C(C=C(C1F)C)C1=C(C=C(C=C1C)Cl)O ethyl (S)-3-((tert-butoxycarbonyl)amino)-3-(4'-chloro-4-fluoro-2'-hydroxy-5,6'-dimethyl-[1,1'-biphenyl]-3-yl)propanoate